2-amino-4-fluoro-4-methylpentanoic acid NC(C(=O)O)CC(C)(C)F